gamma-(2-ureidoethyl)aminopropyl-trimethoxysilane tert-Butyl-(±)-4-(3-((2,6-dioxopiperidin-3-yl)amino)phenyl)-3-oxopiperazine-1-carboxylate C(C)(C)(C)OC(=O)N1CC(N(CC1)C1=CC(=CC=C1)N[C@H]1C(NC(CC1)=O)=O)=O.N(C(=O)N)CCNCCC[Si](OC)(OC)OC |r|